4-((4-cyclopentyl-3-(trifluoromethyl)benzyl)oxy)-1-nitrobenzene C1(CCCC1)C1=C(C=C(COC2=CC=C(C=C2)[N+](=O)[O-])C=C1)C(F)(F)F